CS(=O)(=O)[O-].CS(=O)(=O)[O-].O=[NH+]C=C1C=CN(C=C1)COCN1C=CC(C=C1)=C[NH+]=O oxo-[[1-[[4-(oxoazaniumylmethylidene)pyridin-1-yl]methoxymethyl]pyridin-4-ylidene]methyl]azanium dimethanesulfonate